copper 1,1'-dihydroxy-5,5'-bitetrazole ON1N=NN=C1C1=NN=NN1O.[Cu]